ClC=1C=CC(=NC1)O[C@@H]1CN(CC1)C=1C(=NC(=CC1)C1=C(C=CC=C1)OC)CO (S)-(3-(3-(5-chloropyridin-2-yloxy)pyrrolidin-1-yl)-6-(2-methoxyphenyl)pyridin-2-yl)methanol